2-chloro-1-(2,5-dimethoxyphenyl)ethane-1-one ClCC(=O)C1=C(C=CC(=C1)OC)OC